dimethoxyphosphoryl chloride COP(=O)(OC)Cl